2-amino-3-((2-oxo-2,3-dihydro-1H-benzo[d]imidazol-5-yl)amino)benzoic acid methyl ester COC(C1=C(C(=CC=C1)NC1=CC2=C(NC(N2)=O)C=C1)N)=O